C(CC)OC(C)(C)N=NC(C)(C)OCCC 2,2'-dipropoxy-2,2'-azopropane